C1(CC1)CN1C2CC(CC1CC2)N2CCC(CC2)C=2C=C(C=1N(C2)C=C(N1)C1=CC(=C(C=C1)OC)OC)C 6-(1-(8-(cyclopropylmethyl)-8-azabicyclo[3.2.1]oct-3-yl)piperidin-4-yl)-2-(3,4-dimethoxyphenyl)-8-methylimidazo[1,2-a]pyridine